C(CCC)N(CCCC)CCCC.N1CCOCC1 morpholine tri-n-butylamine salt